N-(5-(isoquinolin-6-yl)thiazol-2-yl)-3-methyl-3-azabicyclo[3.1.1]heptane-6-carboxamide C1=NC=CC2=CC(=CC=C12)C1=CN=C(S1)NC(=O)C1C2CN(CC1C2)C